FC1=C(C=CC=C1)S(=O)(=O)NC=1C(=NC=C(C1)C=1C=CC=2N=CN=C(C2N1)C1CCN(CC1)C(\C=C\C(C)=O)=O)OC (E)-2-fluoro-N-(2-methoxy-5-(4-(1-(4-oxopent-2-enoyl)piperidin-4-yl)pyrido[3,2-d]pyrimidin-6-yl)pyridin-3-yl)benzene-sulfonamide